2-[(3S,4r)-4-[(3S)-3-(5-cyano-3-pyridinyl)isoxazolidine-2-carbonyl]-3-fluoro-1-piperidinyl]pyrimidine-4-carboxamide C(#N)C=1C=C(C=NC1)[C@H]1N(OCC1)C(=O)[C@@H]1[C@@H](CN(CC1)C1=NC=CC(=N1)C(=O)N)F